Ethyl 3-{[(3S)-3-{6-[(2R,4S)-4-fluoro-2-[5-fluoro-2-(methylsulfanyl)phenyl]pyrrolidin-1-yl]imidazo[1,2-b]pyridazine-3-amido}pyrrolidin-1-yl]methyl}benzoate F[C@H]1C[C@@H](N(C1)C=1C=CC=2N(N1)C(=CN2)C(=O)N[C@@H]2CN(CC2)CC=2C=C(C(=O)OCC)C=CC2)C2=C(C=CC(=C2)F)SC